6-fluoro-4-oxaspiro[chromane-2,4'-piperidine]-1'-carboxylic acid tert-butyl ester C(C)(C)(C)OC(=O)N1CCC2(CC1)OC1=CC=C(C=C1OC2)F